BrC=1C=NN2C1C=C(C=C2)C2=CC(=CO2)C(=O)O 5-(3-bromopyrazolo[1,5-a]pyridin-5-yl)furan-3-carboxylic acid